C(CCC)NC(COC1=CC=C2C3=C(C(OC2=C1)=O)C=CC=C3)=O N-butyl-2-((6-oxo-6H-benzo[c]chromen-3-yl)oxy)acetamide